Diethyl-hypophosphorous acid propyl ester C(CC)OP(=O)(CC)CC